2-Chloro-4-(1-methylcyclopropoxy)-3-nitropyridine Sodium hydride [H-].[Na+].ClC1=NC=CC(=C1[N+](=O)[O-])OC1(CC1)C